OC1C(CC1)NC(OCC1=CC=CC=C1)=O benzyl N-(2-hydroxycyclobutyl)carbamate